C1=CC=CC=2C3=CC=CC=C3C(C12)COC(=O)NCCOCCOCC(=O)O 2-[2-[2-(9H-fluoren-9-ylmethoxycarbonylamino)ethoxy]ethoxy]acetic acid